(S)-6-((1-(3,5-difluorophenyl)ethyl)amino)-3-isopropylpyrimidine FC=1C=C(C=C(C1)F)[C@H](C)NC=1C=CN(CN1)C(C)C